C(C)(C)(C)OS(=O)(=O)C(F)(F)F trifluoromethanesulfonic acid tert-butyl ester